CC(=CCCC1CC2C(C(=O)OC2=O)C=C1)C 4-(4-methyl-3-pentenyl)tetrahydrophthalic anhydride